(S)-benzyl 4-amino-1-((4-fluorophenyl)(methyl)amino)-1,4-dioxobutan-2-ylcarbamate NC(C[C@@H](C(=O)N(C)C1=CC=C(C=C1)F)NC(OCC1=CC=CC=C1)=O)=O